N1=CC=CC2=C(N=CC=C12)OC(CC1=CC=C(C(=O)N)C(=C1)F)(N1CCCCC1)C 4-[(1,6-naphthyridin-5-yloxy)methyl[piperidin-1-yl]ethyl]-6-fluorobenzamide